N-(2-fluoro-4-(trifluoromethyl)benzyl)-1-methyl-1H-pyrazol-4-amine FC1=C(CNC=2C=NN(C2)C)C=CC(=C1)C(F)(F)F